6-(3-(3-(dimethylamino)propyl)-2,5,6-trifluorophenethyl)-4-methylpyridin-2-amine CN(CCCC=1C(=C(CCC2=CC(=CC(=N2)N)C)C(=C(C1)F)F)F)C